3-chloro-2,6-dimethoxybenzoic acid ClC=1C(=C(C(=O)O)C(=CC1)OC)OC